tert-butyl 4-(4-chloro-5-fluoro-pyrido[3,4-d]pyrimidin-6-yl)piperazine-1-carboxylate ClC=1C2=C(N=CN1)C=NC(=C2F)N2CCN(CC2)C(=O)OC(C)(C)C